5-bromo-4-(4-fluorophenyl)pyrimidin-2-amine-5-d Methyl-4-((1H-indol-7-yl)oxy)-2-chlorobenzoate COC(C1=C(C=C(C=C1)OC=1C=CC=C2C=CNC12)Cl)=O.BrC1(C(N=C(N=C1)N)C1=CC=C(C=C1)F)[2H]